triphenylphosphonium methanesulfonate salt CS(=O)(=O)[O-].C1(=CC=CC=C1)[PH+](C1=CC=CC=C1)C1=CC=CC=C1